6-{[4-(2-methylphenyl)piperazin-1-yl]methyl}-7-hydroxybenzofuran CC1=C(C=CC=C1)N1CCN(CC1)CC1=C(C2=C(C=CO2)C=C1)O